3-[3-Chloro-4-[(2-methylimidazol-1-yl)methyl]phenyl]-5-isobutyl-thiophene-2-sulfonamide ClC=1C=C(C=CC1CN1C(=NC=C1)C)C1=C(SC(=C1)CC(C)C)S(=O)(=O)N